C(C)(C)NC(=O)C1=NC=CC=C1 N-isopropylpyridineamide